CN(C1CCN(CC1)C(CNC(=O)C1=NOC(=C1)C1=CC=CC=C1)=O)C1=C(C=CC=C1)C(F)(F)F 5-Phenyl-isoxazole-3-carboxylic acid (2-{4-[methyl-(2-trifluoromethyl-phenyl)-amino]-piperidin-1-yl}-2-oxo-ethyl)-amide